(2S,4R)-N-((R)-(4-carbamimidoylthiophen-2-yl)(cyclopentyl)methyl)-4-(difluoromethoxy)-1-((4-phenoxybenzoyl)glycyl)pyrrolidine-2-carboxamide C(N)(=N)C=1C=C(SC1)[C@H](NC(=O)[C@H]1N(C[C@@H](C1)OC(F)F)C(CNC(C1=CC=C(C=C1)OC1=CC=CC=C1)=O)=O)C1CCCC1